C(C)OC(=C)C=1C=CC(=NC1)C1(CN(CC1)C(=O)OC(C)(C)C)F tert-butyl 3-(5-(1-ethoxyvinyl)pyridin-2-yl)-3-fluoropyrrolidine-1-carboxylate